(2-((1H-pyrazol-4-yl)amino)-5-chloropyrimidin-4-yl)benzoic acid N1N=CC(=C1)NC1=NC=C(C(=N1)C1=C(C(=O)O)C=CC=C1)Cl